(2S,3R)-3-(3,3-difluorobutyl)-2-fluoro-5-(3-fluorophenyl)-8-hydroxy-7-(trifluoromethyl)-2,3,4,5-tetrahydrobenzo[b][1,4]thiazepine 1,1-dioxide FC(CC[C@@H]1CN(C2=C(S([C@@H]1F)(=O)=O)C=C(C(=C2)C(F)(F)F)O)C2=CC(=CC=C2)F)(C)F